4-bromo-2-fluoro-5-(methoxymethyloxy)-N,N-dimethylbenzamide BrC1=CC(=C(C(=O)N(C)C)C=C1OCOC)F